[Sb](=O)#CCCCCCCC antimonyl-octane